CC1=CC=C(C=C1)S(=O)(=O)O.CS(=O)(=O)N1N=C2C(=C1)CNC2 2-methylsulfonyl-5,6-dihydro-4H-pyrrolo[3,4-c]pyrazole p-toluenesulfonate